ClC=1C=C(C(=O)NC2CC3(CCC(C2)N3C(=O)[O-])C)C=CC1C1C(C1)C=1C3=C(N=C(N1)C)SC=C3 3-(3-chloro-4-(2-(2-methylthieno[2,3-d]pyrimidin-4-yl)cyclopropyl)benzamido)-1-methyl-8-azabicyclo[3.2.1]octane-8-carboxylate